6-methoxy-5-(2,2,2-trifluoroethyl)pyridine-3-carboxylic acid COC1=C(C=C(C=N1)C(=O)O)CC(F)(F)F